allfuranose OC1[C@H](O)[C@H](O)[C@H](O1)[C@H](O)CO